cyclobutenyl-pentyl-phosphinic acid C1(=CCC1)P(O)(=O)CCCCC